1-(3-aminopropyl)imidazole hydrofluoride F.NCCCN1C=NC=C1